tert-butyl 4-((1-methylpiperidin-4-yl)amino)-1-(2,2,2-trifluoroethyl)-1H-indole-2-carboxylate CN1CCC(CC1)NC1=C2C=C(N(C2=CC=C1)CC(F)(F)F)C(=O)OC(C)(C)C